N-(6-(8-methyl-4-oxo-4H-pyrimido[1,2-b]pyridazin-7-yl)-5,6,7,8-tetrahydro-1,6-naphthyridin-3-yl)tetrahydro-2H-pyran-4-carboxamide CC1=CC=2N(N=C1N1CC=3C=C(C=NC3CC1)NC(=O)C1CCOCC1)C(C=CN2)=O